3-benzoyl-2-pyridine-carboxylic acid C(C1=CC=CC=C1)(=O)C=1C(=NC=CC1)C(=O)O